CNCCCCC N-methyl-pentylamine